(S)-4-(7-methyl-4-(3-(trifluoromethyl)bicyclo[1.1.1]pentan-1-yl)pteridin-2-yl)-2-(2-methylpyridin-4-yl)morpholine CC1=CN=C2C(=NC(=NC2=N1)N1C[C@@H](OCC1)C1=CC(=NC=C1)C)C12CC(C1)(C2)C(F)(F)F